C12C(C3CC(CC(C1)C3)C2)OC=2C=C(C=CC2)[C@H]2SCC[C@H](NC2=O)CN (2R,5S)-2-(3-(((1R,3S,5R,7R)-adamantan-2-yl)oxy)phenyl)-5-(aminomethyl)-1,4-thiazepan-3-one